C(N)(OCC(=C(F)C(C)(C)C)COC=1C=C2CCNC(C2=CC1)=O)=O tert-butyl-(3-fluoro-2-(((1-oxo-1,2,3,4-tetrahydroisoquinolin-6-yl) oxy) methyl) allyl) carbamate